2-chloro-8-((triethylsilyl)oxy)-8-(trifluoromethyl)-7,8-dihydro-6H-pyrazolo[1,5-a]pyrrolo[2,3-e]pyrimidine ClC1=NN2C(N=CC3=C2C(CN3)(C(F)(F)F)O[Si](CC)(CC)CC)=C1